(R)-2-benzenesulfonyl-1-(4-bromophenyl)-ethanol C1(=CC=CC=C1)S(=O)(=O)C[C@H](O)C1=CC=C(C=C1)Br